C1(CC1)NC(=O)C=1C=C(C2=C([C@H](CO2)C2=CC=CC=C2)C1)C(=O)NC (R)-N5-Cyclopropyl-N7-methyl-3-phenyl-2,3-dihydrobenzofuran-5,7-dicarboxamid